1-(5-Bromopentyl)-1H-1,2,4-triazole BrCCCCCN1N=CN=C1